1-(2'-Chloro-[1,1'-biphenyl]-4-yl)-5-fluoro-1H-indazol-6-ol ClC1=C(C=CC=C1)C1=CC=C(C=C1)N1N=CC2=CC(=C(C=C12)O)F